5-[3-(4-Fluorophenylamino)-2-hydroxypropyl]-1,3,4-oxadiazol-2(3H)-one FC1=CC=C(C=C1)NCC(CC1=NNC(O1)=O)O